FC(OC1=CC=C(C=C1)NCC(=O)N1C[C@@H](CCC1)NS(=O)(=O)C=C)(F)F (R)-N-(1-(2-(4-(trifluoromethoxy)phenylamino)acetyl)piperidin-3-yl)ethenesulfonamide